C(=O)(OC(C)(C)C)NCCCNCCCNC(=O)OC(C)(C)C 1,9-bis-BOC-1,5,9-triazanonane